N1CC(C1)[C@@H]1CN(CCC1)CCCS(=O)(=O)O (R)-3-(3-(azetidin-3-yl)piperidin-1-yl)propane-1-sulfonic acid